O[C@H]1C[C@H]([C@@H]([C@H]1C\C=C/CCCC(=O)OC(C)C)CC[C@H](CCC1=CC=CC=C1)O)OC(C(CC#C)CC#C)=O (Z)-Isopropyl 7-((1R,2R,3R,5S)-5-hydroxy-2-((R)-3-hydroxy-5-phenylpentyl)-3-((2-(prop-2-yn-1-yl)pent-4-ynoyl)oxy)cyclopentyl)hept-5-enoate